2-[5-ethylsulfonyl-6-[3-methyl-6-(1,1,2,2,2-pentafluoroethyl)imidazo[4,5-c]pyridin-2-yl]-3-pyridyl]-2-methyl-propanenitrile C(C)S(=O)(=O)C=1C=C(C=NC1C1=NC2=C(C=NC(=C2)C(C(F)(F)F)(F)F)N1C)C(C#N)(C)C